CC1CCN(CC1)C1=NC=CC=C1N 2-(4-methylpiperidin-1-yl)pyridin-3-amine